2-methyl-N-(oxetan-4-yl)-5-[(pyridin-2-yl)methoxy]-2H-indazole-3-carboxamide CN1N=C2C=CC(=CC2=C1C(=O)NC1CCO1)OCC1=NC=CC=C1